4-(3-(bromomethyl)-4-(methoxycarbonyl)phenyl)piperazine-1-carboxylic acid tert-butyl ester C(C)(C)(C)OC(=O)N1CCN(CC1)C1=CC(=C(C=C1)C(=O)OC)CBr